[1-(2,6-dioxo-3-piperidinyl)-5-methoxy-3-methyl-2-oxo-benzimidazol-4-yl]Piperidine-1-carboxylic acid tert-butyl ester C(C)(C)(C)OC(=O)N1C(CCCC1)C1=C(C=CC=2N(C(N(C21)C)=O)C2C(NC(CC2)=O)=O)OC